CC1(CC[C@@H](CN1)NC1=NC=C(C(=N1)C1=CNC=2C(N(CCCC21)CC2COCC2)=O)C(F)(F)F)C 3-(2-{[(3S)-6,6-dimethylpiperidin-3-yl]amino}-5-(trifluoromethyl)pyrimidin-4-yl)-7-[(oxolan-3-yl)methyl]-1H,4H,5H,6H,7H,8H-pyrrolo[2,3-c]azepin-8-one